(Z)-4-Fluoro-3-(2-(4-methoxyphenyl)hydrazineylidene)-3H-benzo[c][1,2]oxathiole 1,1-dioxide FC1=CC=CC=2S(O\C(\C21)=N/NC2=CC=C(C=C2)OC)(=O)=O